1,1'-(pentane-1,5-diyl)bis[1-methylpyrrolidinium] dibromide [Br-].[Br-].C(CCCC[N+]1(CCCC1)C)[N+]1(CCCC1)C